S(=O)(=O)(C1=CC=C(C)C=C1)N1CCC(CC1)NC(OC(C)(C)C)=O tert-butyl (1-tosylpiperidin-4-yl)carbamate